CC(C/C=C(\C)/C(=O)N)O N-(2-Hydroxypropyl)-methacrylamide